2-((4-isopropylphenyl)thio)-3-phenylpropionaldehyde C(C)(C)C1=CC=C(C=C1)SC(C=O)CC1=CC=CC=C1